NC1CCN(CC1)C1=CC(=C(C(=N1)C1=CC(=C(C#N)C=C1)F)C1=CC(=C(C=C1)F)O)O 4-(6-(4-aminopiperidin-1-yl)-3-(4-fluoro-3-hydroxy-phenyl)-4-hydroxy-pyridin-2-yl)-2-fluorobenzonitrile